OCCOC(C(=C)C)=O Hydroxyethylmethacrylat